N-(4-ethylphenyl)piperazine-1-carboxamide C(C)C1=CC=C(C=C1)NC(=O)N1CCNCC1